N-(methyl-N-butylaminomethyl)acrylamide CC(NC(C=C)=O)NCCCC